C(=C)N1C=NC2=NC=NC2=C1 N-vinyl-purine